COCCOCOC[C@@H]1OC2[C@H]([C@@H](OC1C2)C=C)C (3S,4R,7S)-7-(((2-methoxyethoxy)methoxy)methyl)-4-methyl-3-vinyl-2,6-dioxabicyclo[3.2.1]octane